3-aminopropanoic acid hydrazide NCCC(=O)NN